N-(1'-(6-cyclobutyl-2-(1,1-difluoroethyl)pyrimidin-4-yl)-1',2'-dihydrospiro[cyclopropane-1,3'-pyrrolo[3,2-c]pyridin]-6'-yl)acetamide C1(CCC1)C1=CC(=NC(=N1)C(C)(F)F)N1CC2(C=3C=NC(=CC31)NC(C)=O)CC2